N1(CCC1)C(CCl)=O 1-(azetidin-1-yl)-2-chloroethan-1-one